2',3'-di-O-acetyluridine C(C)(=O)O[C@H]1[C@@H](O[C@@H]([C@H]1OC(C)=O)CO)N1C(=O)NC(=O)C=C1